7-chloro-5-methyl-4-oxo-1-(1,3-thiazol-2-yl)-1,4-dihydro-1,8-naphthyridine-3-carboxylate ClC1=CC(=C2C(C(=CN(C2=N1)C=1SC=CN1)C(=O)[O-])=O)C